FC1=CC=C(C=C1)C(\C=C\C1=CC=C(C=C1)C#CC(C)(C)O)=O (E)-1-(4-Fluorophenyl)-3-[4-(3-hydroxy-3-methylbut-1-ynyl)phenyl]prop-2-en-1-one